C1(=C(C(=CC2=CC=CC=C12)C(=O)O)C(=O)O)C(=O)O.[Li] lithium naphthalenetricarboxylic acid